(E)-N-methyl-2-(1-(4-(trifluoromethyl)phenyl)imidazo[1,5-a]pyridin-3-yl)ethene-1-sulfonamide CNS(=O)(=O)\C=C\C1=NC(=C2N1C=CC=C2)C2=CC=C(C=C2)C(F)(F)F